(rac)-2-[6-amino-5-(trifluoromethoxy)pyridin-3-yl]-N-[1-(2-chlorophenyl)cyclobutyl]-6,7-dihydrospiro[pyrazolo[5,1-c][1,4]oxazine-4,3'-pyrrolidine]-1'-carboxamide NC1=C(C=C(C=N1)C1=NN2C(=C1)[C@@]1(CN(CC1)C(=O)NC1(CCC1)C1=C(C=CC=C1)Cl)OCC2)OC(F)(F)F |r|